8-(chloromethyl)-6-(5,6,7-trimethoxy-1H-indole-2-carbonyl)-3,6,7,8-tetrahydropyrrolo[3,2-e]indole-2-carboxylate ClCC1CN(C2=CC=C3C(=C12)C=C(N3)C(=O)[O-])C(=O)C=3NC1=C(C(=C(C=C1C3)OC)OC)OC